COC([C@H](CC1=NC=C(C=C1F)B1OC(C(O1)(C)C)(C)C)NC(=O)OC(C)(C)C)=O.NCCC[Si](OC)(OC)OC 3-aminopropyl-trimethoxysilane methyl-(S)-2-((tert-butoxycarbonyl)amino)-3-(3-fluoro-5-(4,4,5,5-tetramethyl-1,3,2-dioxaborolan-2-yl)pyridin-2-yl)propanoate